methyl (1R,3S,4S,5S)-4-hydroxy-3-((((1s,4R)-4-phenylcyclohexyl)oxy)methyl)-2-azabicyclo[3.2.0]heptane-2-carboxylate O[C@@H]1[C@@H](N([C@@H]2CC[C@H]12)C(=O)OC)COC1CCC(CC1)C1=CC=CC=C1